bromo-4-methoxy-2-pyrimidinecarbonitrile BrC=1C(=NC(=NC1)C#N)OC